C(C)OC(CCC(=O)C1=NC2=CC(=CC=C2C(=C1O)C#N)CC1=C(C=CC=C1)C)=O 4-[4-Cyano-3-hydroxy-7-(2-methyl-benzyl)-quinolin-2-yl]-4-oxo-butyric acid ethyl ester